C(C)(C)(C)OC(=O)N(CC#C)C1=NC=C(C(=C1)OC)[Si](F)(C(C)(C)C)C(C)(C)C {5-[di(tert-butyl)(fluoro)silyl]-4-methoxy-2-pyridinyl}-N-2-propynyl-amino-carboxylic acid tert-butyl ester